(S)-((1-((6-chloropyridin-3-yl)amino)isoquinolin-6-yl)imino)(methyl)(oxetan-3-yl)-λ6-sulfanone ClC1=CC=C(C=N1)NC1=NC=CC2=CC(=CC=C12)N=[S@@](=O)(C1COC1)C